S-citramalic acid C[C@](CC(=O)O)(C(=O)O)O